N1(CCC1)C1=CC=C(C=N1)C1=NC=CC=C1CNC1=C2N=CN(C2=NC(=N1)Cl)C(C)C N-{[6'-(azetidin-1-yl)-[2,3'-bipyridin]-3-yl]methyl}-2-chloro-9-isopropylpurin-6-amine